4-[2-(5-Bromo-quinoxalin-6-ylamino)-4,5-dihydro-imidazol-1-yl]-4-oxo-butyric acid (S)-1-((S)-1-carboxy-ethoxycarbonyl)-ethyl ester C(=O)(O)[C@H](C)OC(=O)[C@H](C)OC(CCC(=O)N1C(=NCC1)NC=1C(=C2N=CC=NC2=CC1)Br)=O